C(C)(C)(C)[Si](OCCN1CC2=CC(=CC=C2CC1)N1C(C2=C(CC1)NN=C2C2=CC(=CC=C2)Cl)=O)(C)C 5-[2-[2-[tert-butyl-(dimethyl)silyl]oxyethyl]-3,4-dihydro-1H-isoquinolin-7-yl]-3-(3-chlorophenyl)-6,7-dihydro-1H-pyrazolo[4,3-c]pyridin-4-one